2-methyl-N-(5-(5-methyl-1,2,4-oxadiazol-3-yl)-2,3-dihydro-1H-inden-1-yl)-2H-tetrazole-5-carboxamide CN1N=C(N=N1)C(=O)NC1CCC2=CC(=CC=C12)C1=NOC(=N1)C